NC=1C2=C(N=CN1)C(=NN2C2=CC=C(C(=O)NC1=C(C=CC=C1)F)C=C2)C2CCNCC2 4-(7-amino-3-(piperidin-4-yl)-1H-pyrazolo[4,3-d]pyrimidin-1-yl)-N-(2-fluorophenyl)benzamide